S1C(=NC=C1)NC(=O)C1(C(C1)C1CCCCC1)C=1C=NC(=CC1)S(=O)(=O)C (+/-)-(E)-2-cyclohexyl-1-(6-methanesulfonyl-pyridin-3-yl)-cyclopropanecarboxylic acid thiazol-2-ylamide